C1=NC=CC2=CC(=CC=C12)C1N(CC(CC1)C)C(C(=O)NC=1C=C(C(=NC1)NC(OC(C)(C)C)=O)C)=O tert-butyl (5-(2-(2-(isoquinolin-6-yl)-5-methylpiperidin-1-yl)-oxoacetamido)-3-methylpyridin-2-yl)carbamate